O.[Na+].OC=1C=C2C=CC(=CC2=CC1)S(=O)(=O)[O-] 6-Hydroxy-2-naphthalenesulfonic acid sodium salt hydrate